2,5-Difluoro-4-(6-(methyl(7H-pyrrolo[2,3-d]pyrimidin-4-yl)amino)-2-azaspiro[3.3]heptan-2-carbonyl)benzonitril FC1=C(C#N)C=C(C(=C1)C(=O)N1CC2(C1)CC(C2)N(C=2C1=C(N=CN2)NC=C1)C)F